BrC=1C=C(C(=NC1OC(COCCC)C)C)N=CN(C)CC N'-[5-bromo-2-methyl-6-(1-methyl-2-propoxy-ethaneOxy)-3-pyridyl]-N-ethyl-N-methyl-formamidine